Z-tetracosan-15-enoic acid C(CCCCCCCCCCCCC\C=C/CCCCCCCC)(=O)O